tert-butyl 2-(4-(6-chloro-benzothiazol-2-yl) phenoxymethyl)-3-fluoroallylcarbamate ClC1=CC2=C(N=C(S2)C2=CC=C(OCC(CNC(OC(C)(C)C)=O)=CF)C=C2)C=C1